tert-butyl (S)-4-((3-(1-(2,6-dioxopiperidin-3-yl)-3-methyl-2-oxo-2,3-dihydro-1H-benzo[d]imidazol-4-yl)prop-2-yn-1-yl)oxy)piperidine-1-carboxylate O=C1NC(CC[C@@H]1N1C(N(C2=C1C=CC=C2C#CCOC2CCN(CC2)C(=O)OC(C)(C)C)C)=O)=O